C(C)(C)(C)OC(=O)NCCN1CC2=C(CC1)C=C(S2)C(=O)OCC ethyl 6-(2-{[(tert-butoxy)carbonyl]amino}ethyl)-4H,5H,6H,7H-thieno[2,3-c]pyridine-2-carboxylate